FC1=NN(C2=CC(=CC=C12)/C=C/C(=O)O)C1OCCCC1 (2E)-3-[3-fluoro-1-(oxan-2-yl)indazol-6-yl]prop-2-enoic acid